6-[3-(oxetan-3-yl)-1H-1,2,4-triazol-5-yl]-2-azaspiro[3.3]heptane-2-carboxylic Acid Benzyl Ester C(C1=CC=CC=C1)OC(=O)N1CC2(C1)CC(C2)C2=NC(=NN2)C2COC2